(S)-5-(tert-Butoxycarbonyl)-N-methoxy-N-methyl-5-azaspiro[2.4]heptane-6-carboxamide C(C)(C)(C)OC(=O)N1CC2(CC2)C[C@H]1C(=O)N(C)OC